The molecule is a 2,3-trans-enoyl CoA(4-) obtained by deprotonation of the phosphate and diphosphate OH groups of (2E,19Z,22Z,25Z,28Z,31Z)-tetratriacontahexaenoyl-CoA; major species at pH 7.3. It is a conjugate base of a (2E,19Z,22Z,25Z,28Z,31Z)-tetratriacontahexaenoyl-CoA. CC/C=C\\C/C=C\\C/C=C\\C/C=C\\C/C=C\\CCCCCCCCCCCCCCC/C=C/C(=O)SCCNC(=O)CCNC(=O)[C@@H](C(C)(C)COP(=O)([O-])OP(=O)([O-])OC[C@@H]1[C@H]([C@H]([C@@H](O1)N2C=NC3=C(N=CN=C32)N)O)OP(=O)([O-])[O-])O